2-[(4-hydroxy-3-methoxyphenyl)-methylene]-5-(hydroxymethyl)tetrahydrofuran-3-one OC1=C(C=C(C=C1)C=C1OC(CC1=O)CO)OC